O1CCOC2=C1C=CC(=C2)C=2C(=C(C=CC2)C2=CC=C(C(=N2)OC)CN2CC1(C2)COCC1)C 2-[[6-[3-(2,3-dihydro-1,4-benzodioxin-6-yl)-2-methyl-phenyl]-2-methoxy-3-pyridyl]methyl]-6-oxa-2-azaspiro[3.4]octane